[Cu+2].OC=1C=CC=C2C=CC=NC12.OC=1C=CC=C2C=CC=NC12 bis(8-hydroxyquinoline) copper (ii)